ClC1=C(OCC(=O)OCCCCCC(C)C)C=CC(=C1)Cl isooctyl (2,4-dichlorophenoxy)acetate